N1N=CC2=CC(=CC=C12)CN(C=1OC=C(N1)COCCOC1=CC(=CC=C1)N(C)C)CC1=CC(=CC=C1)OC N-((1H-indazol-5-yl)methyl)-4-((2-(3-(dimethylamino)phenoxy)ethoxy)methyl)-N-(3-methoxybenzyl)oxazol-2-amine